OC[C@H](C1=CC=CC=C1)NC1=CC(=NC=C1C1=NC(=NO1)C1=CC=NC=C1)NC1=CC=C2C(=N1)N(N(C2=O)C)C(C)C (S)-6-((4-((2-hydroxy-1-phenylethyl)amino)-5-(3-(pyridin-4-yl)-1,2,4-oxadiazol-5-yl)pyridin-2-yl)amino)-1-isopropyl-2-methyl-1,2-dihydro-3H-pyrazolo[3,4-b]pyridin-3-one